4-amino-2-(4,4-difluoropiperidin-1-yl)-6-methylbenzonitrile hydrochloride Cl.NC1=CC(=C(C#N)C(=C1)C)N1CCC(CC1)(F)F